FC([C@@]12N(C=3C(=NN=C(C3)C3=C(C(=CC=C3)F)O)NC1)CCN(C2)C(=O)N2[C@H](CNC[C@@H]2C)C)F ((R)-6a-(difluoromethyl)-2-(3-fluoro-2-hydroxy-phenyl)-5,6,6a,7,9,10-hexahydro-8H-pyrazino-[1',2':4,5]pyrazino[2,3-c]pyridazin-8-yl)((2S,6S)-2,6-dimethylpiperazin-1-yl)methanone